{3-[2-(2,3-Dihydro-[1,4]dioxino[2,3-b]pyridin-2-ylmethoxy)-4-oxo-6,7-dihydro-4H-pyrimido[6,1-a]isoquinolin-9-yl]-prop-2-ynyl}-urea O1C(COC2=NC=CC=C21)COC2=NC(N1C(C3=CC=C(C=C3CC1)C#CCNC(=O)N)=C2)=O